1,1-difluoro-N-((6S,7S)-6-((3'-fluoro-[1,1'-biphenyl]-3-yl)methyl)-5-((R)-oxetane-2-carbonyl)-5-azaspiro[2.4]heptan-7-yl)methanesulfonamide FC(S(=O)(=O)N[C@@H]1[C@@H](N(CC12CC2)C(=O)[C@@H]2OCC2)CC=2C=C(C=CC2)C2=CC(=CC=C2)F)F